N-(1-(4-(2-((2,3-dihydro-1H-inden-2-yl)amino)pyrimidin-5-yl)phenyl)-2,2-difluoroethyl)-2-methylpropane-2-sulfinamide C1C(CC2=CC=CC=C12)NC1=NC=C(C=N1)C1=CC=C(C=C1)C(C(F)F)NS(=O)C(C)(C)C